[Co].[Ba].[La].ClC=1N=C(SC1N(C(CCS(=O)(=O)C)=O)CC)C=1C=NC=CC1 N-[4-chloro-2-(pyridin-3-yl)-1,3-thiazol-5-yl]-N-ethyl-3-(methylsulfonyl)propanamide lanthanum barium cobalt